3-(methylthio)-propan-1-ol CSCCCO